COC1=CC=C(C=C1)C1(C=CC2=C(O1)C1=CC=CC=C1C1=C2C(OC1=C)=O)C1=CC=C(C=C1)OC 2,2-bis(4-methoxyphenyl)-2,5,7-trihydro-7-methylene-5-oxo-furo-[3',4':3,4]naphtho[1,2-b]pyran